[Br-].N[C@@H](CCC(=O)O)C(=O)[NH3+] N-glutamyl-ammonium bromide